FC(C1(CCS(CC1)(=O)=O)NC(=O)C=1C=C2C(C(N(C2=CC1F)C1=CC(=NC=C1F)OCC)=O)(C)C)F N-(4-(difluoromethyl)-1,1-dioxidotetrahydro-2H-thiopyran-4-yl)-1-(2-ethoxy-5-fluoropyridin-4-yl)-6-fluoro-3,3-dimethyl-2-oxoindoline-5-carboxamide